C(CCCCCCCCCCCCC)(=O)[O-].[Li+] Lithium myristat